N1-((3-((5s,8s)-3,3-dimethyl-1-oxaspiro[4.5]decan-8-yl)-5,5-difluoro-5,6-dihydro-4H-pyrrolo[1,2-b]pyrazol-2-yl)methyl)-N1,N2-dimethylethane-1,2-diamine CC1(COC2(C1)CCC(CC2)C2=C1N(N=C2CN(CCNC)C)CC(C1)(F)F)C